[I-].C1(=CC=CC=C1)P(C1=CC=CC=C1)C1=CC=CC=C1.C1(=CC=CC=C1)P(C1=CC=CC=C1)C1=CC=CC=C1.[Cu+2].[I-] copper bis(triphenylphosphine) iodide